3-((2-((4-(4-amino-3-(4-phenoxyphenyl)-1H-pyrazolo[3,4-d]pyrimidin-1-yl)piperidin-1-yl)methyl)-6-fluorophenyl)amino)piperidine-2,6-dione NC1=C2C(=NC=N1)N(N=C2C2=CC=C(C=C2)OC2=CC=CC=C2)C2CCN(CC2)CC2=C(C(=CC=C2)F)NC2C(NC(CC2)=O)=O